CN1N=NC(=C1CO)C1=CC=CC=C1 (1-Methyl-4-phenyl-1H-1,2,3-triazol-5-yl)methanol